6-bromo-2,3-dihydro-1H-benzo[e]isoquinoline BrC1=CC=C2C3(CCNCC3=CC=C2)C1